NC1CN(C1)C=1C=CC=2N=CN=C(C2N1)NC1=C(C=C(C(=C1)F)Cl)F 6-(3-Aminoazetidin-1-yl)-N-(4-chloro-2,5-difluorophenyl)pyrido[3,2-d]pyrimidin-4-amine